N-(8,9-difluoro-6-oxo-1,4,5,6-tetrahydro-2H-pyrano[3,4-c]isoquinolin-1-yl)-4-methoxy-N-methyl-1H-indole-2-carboxamide FC=1C(=CC=2C3=C(NC(C2C1)=O)COCC3N(C(=O)C=3NC1=CC=CC(=C1C3)OC)C)F